N1[C@@H]2[C@@H](OCC1)CN(CC2)C2=CC=NC=C2C2=CC=CC=C2 4-[(4aS,8aS)-octahydro-1H-pyrido[3,4-b][1,4]oxazin-6-yl]-5-(phenyl)pyridine